(R)-N-(6-(1-((2-amino-5-chloropyridin-3-yl)oxy)ethyl)-pyridin-2-yl)-3-methylbenzamide NC1=NC=C(C=C1O[C@H](C)C1=CC=CC(=N1)NC(C1=CC(=CC=C1)C)=O)Cl